C1(CC1)C=1C(=C(C=CC1)S(=O)(=NC)C1=CN=C(C=C1C(=O)NCC(F)(F)C1=C(C=C(C=C1)C)C)C)F 5-[S-(3-cyclopropyl-2-fluorophenyl)-N-methylsulfonimidoyl]-N-[2-(2,4-dimethylphenyl)-2,2-difluoroethyl]-2-methylisonicotinamide